(R/S)-3-(3-((4,4-Dimethyl-1,1-dioxido-3,4-dihydro-2H-benzo[b][1,4,5]oxathiazepin-2-yl)methyl)-4-methylphenyl)-3-(3-methyl-[1,2,4]triazolo[4,3-a]pyridin-7-yl)propanoic acid CC1(CN(S(C2=C(O1)C=CC=C2)(=O)=O)CC=2C=C(C=CC2C)[C@@H](CC(=O)O)C2=CC=1N(C=C2)C(=NN1)C)C |r|